1-(1(S)-(7,8-difluoro-1-oxo-1,2-dihydroisoquinolin-4-yl)ethyl)-1-methyl-3-((R)-1-phenylethyl)urea FC1=CC=C2C(=CNC(C2=C1F)=O)[C@H](C)N(C(=O)N[C@H](C)C1=CC=CC=C1)C